C(O)CCCO 1,2-dimethylolethane